C1(C(=C)CC(=O)O1)=O itaconic anhydride